C(C(C)C)C1=C(C=CC=C1)C1CN(CCN1)CC1=CC=C(C=C1)OC 3-(2-isobutylphenyl)-1-(4-methoxybenzyl)piperazine